9-oxobicyclo[6.1.0]non-4-ene O=C1C2CCC=CCCC12